3-amino-5-fluoro-4-(5-fluoro-2-(isopropylamino)pyridin-3-yl)benzonitrile NC=1C=C(C#N)C=C(C1C=1C(=NC=C(C1)F)NC(C)C)F